FC(C=1N(C(=NN1)C=O)CCOC)F 5-(difluoromethyl)-4-(2-methoxyethyl)-4H-1,2,4-triazole-3-carbaldehyde